C(C1=CC=CC=C1)OC1=CC(=C(C(=O)O)C(=C1)SC)C 4-(benzyloxy)-2-methyl-6-(methylthio)benzoic acid